NC1=NC(=C(C=2N1C(N(N2)CC=2N(C(C(=CC2)F)=O)C)=O)C2=CC(=NC(=C2)C)C)C2=CC=CC=C2 5-amino-8-(2,6-dimethyl-4-pyridinyl)-2-[(5-fluoro-1-methyl-6-oxo-2-pyridinyl)methyl]-7-phenyl-[1,2,4]triazolo[4,3-c]pyrimidin-3-one